tert-butyl (R)-(1-(6-(3-azidooxetan-3-yl)pyridin-3-yl)piperidin-3-yl)(cyclopropylmethyl)carbamate N(=[N+]=[N-])C1(COC1)C1=CC=C(C=N1)N1C[C@@H](CCC1)N(C(OC(C)(C)C)=O)CC1CC1